FC=1C=CC(=NC1)C1=NN(C(=C1)C([2H])O)CC(C)C (3-(5-fluoropyridin-2-yl)-5-(hydroxymethyl-d)-1H-pyrazol-1-yl)-2-methylpropan